6-(5-isopropyl-3-(4-(3-methoxyazetidin-1-yl)cyclohexyl)-1H-indazol-6-yl)-8-methoxy-[1,2,4]triazolo[1,5-a]pyridine C(C)(C)C=1C=C2C(=NNC2=CC1C=1C=C(C=2N(C1)N=CN2)OC)C2CCC(CC2)N2CC(C2)OC